F[C@@H]1C[C@H](CNC1)NC(OC(C)(C)C)=O tert-Butyl (3R,5R)-5-fluoropiperidin-3-ylcarbamate